1-(2,3-dimethylphenyl)-1-hydroxypropane CC1=C(C=CC=C1C)C(CC)O